C12CNCC(N1C1=C3C(N(C(C3=C(C=C1)F)=O)C1C(NC(CC1)=O)=O)=O)C2 4-(3,6-diazabicyclo[3.1.1]heptan-6-yl)-2-(2,6-dioxopiperidin-3-yl)-7-fluoroisoindoline-1,3-dione